benzyl N-[5-bromo-2-(hydroxymethyl)pyridin-3-yl]carbamate {[(benzyloxy)carbonyl]amino}-5-bromo-2-methylpyridin-1-ium-1-olate C(C1=CC=CC=C1)OC(=O)NC=1C(=[N+](C=C(C1)Br)[O-])C.BrC=1C=C(C(=NC1)CO)NC(OCC1=CC=CC=C1)=O